5-(4-(3-chloro-pyrrolidine-1-carbonyl)phenyl)-7-(trifluoro-methyl)benzofuran ClC1CN(CC1)C(=O)C1=CC=C(C=C1)C=1C=C(C2=C(C=CO2)C1)C(F)(F)F